2-(2-oxindol-3-Yl)acetic acid N1C(C(C2=CC=CC=C12)CC(=O)O)=O